N-methyl-6-(pyridin-4-yl)-2,3-dihydrobenzofuran-3-amine CNC1COC2=C1C=CC(=C2)C2=CC=NC=C2